cobalt iron molybdenum silicon boron [B].[Si].[Mo].[Fe].[Co]